CC1=CC=C(C2=NN(N=C21)CCCCCCCC)C 4,7-dimethyl-2-octyl-2H-benzo[d][1,2,3]triazole